(2R,3R,4S,5R,6S)-2-(acetoxymethyl)-6-(2-amino-5-(hydroxymethyl)phenoxy)tetrahydro-2H-pyran-3,4,5-triyl triacetate C(C)(=O)O[C@@H]1[C@H](O[C@H]([C@@H]([C@H]1OC(C)=O)OC(C)=O)OC1=C(C=CC(=C1)CO)N)COC(C)=O